CC1=CC(OC1=O)O\C=C(\C(=O)OCC)/N1C(SC2=C1C=CC=C2)=O ethyl (Z)-3-[(4-methyl-5-oxo-2H-furan-2-yl)oxy]-2-(2-oxo-1,3-benzothiazol-3-yl)prop-2-enoate